C(C1=CC=CC=C1)N1N=C(N=C1)C(=O)NC1C(N(C=2N(CC1)N=C(C2)CN2CC(C2)OC)C)=O 1-Benzyl-N-[2-[(3-methoxyazetidin-1-yl)methyl]-4-methyl-5-oxo-7,8-dihydro-6H-pyrazolo[1,5-a][1,3]diazepin-6-yl]-1,2,4-triazol-3-carboxamid